C(C)(C)(C)C1C(N(C[C@H]1CCC(CC=C)N)C(=O)OC(COCC(CCCCCCCC)CCCCCCCC)CNC)(C)C 1-((2-octyldecyl)oxy)-3-(methylamino)propan-2-ol tert-butyl-(4S)-4-(3-aminohex-5-enyl)-2,2-dimethyl-pyrrolidine-1-carboxylate